(S)-5-(7-(Difluoromethoxy)-5-oxa-2-azaspiro[3.4]octan-2-yl)-2-((5-methyl-3-(6-methylpyridin-3-yl)isoxazol-4-yl)methyl)pyridazin-3(2H)-one FC(O[C@@H]1COC2(CN(C2)C2=CC(N(N=C2)CC=2C(=NOC2C)C=2C=NC(=CC2)C)=O)C1)F